N-(3-(4-cyclopropoxy-6-methoxypyrimidin-5-yl)-1H-pyrrolo[2,3-b]pyridin-6-yl)-2-((4-methylpiperazin-1-yl)methyl)cyclopropane-1-carboxamide C1(CC1)OC1=NC=NC(=C1C1=CNC2=NC(=CC=C21)NC(=O)C2C(C2)CN2CCN(CC2)C)OC